1-(((5s,7s)-3-(3-(tert-butyl)-4-methylisoxazol-5-yl)-2-oxo-1-oxa-3-azaspiro[4.5]decan-7-yl)methyl)-1H-benzo[d]imidazole-6-carbonitrile C(C)(C)(C)C1=NOC(=C1C)N1C(O[C@]2(C1)C[C@H](CCC2)CN2C=NC1=C2C=C(C=C1)C#N)=O